cyclopentyl cyclobutylcarbamate C1(CCC1)NC(OC1CCCC1)=O